C1OC2=CC=C(C=3OC4=CC=CC=C4C(C3)=O)C=C2O1 4'-methylenedioxyflavone